FC=1C(=C2C3=C(NC2=C(C1)C(=O)N)CCC3)[C@H]3CN(CCC3)C(C=C)=O 7-fluoro-8-[(3S)-1-prop-2-enoyl-3-piperidinyl]-1,2,3,4-tetrahydrocyclopenta-[b]Indole-5-carboxamide